2-(4-(bromomethyl)phenyl)ethanol BrCC1=CC=C(C=C1)CCO